N-Methyl-N-ethylethanolamin CN(CCO)CC